6-formyl-5-(2-methoxyethyl)nicotinonitrile C(=O)C1=NC=C(C#N)C=C1CCOC